isopropyl (S)-2-(1-((4'-(1,1,1,3,3,3-hexafluoro-2-hydroxy propan-2-yl)-[1,1'-biphenyl]-4-yl)methyl)-4-(pyridin-4-ylmethyl)piperazin-2-yl)acetate FC(C(C(F)(F)F)(O)C1=CC=C(C=C1)C1=CC=C(C=C1)CN1[C@H](CN(CC1)CC1=CC=NC=C1)CC(=O)OC(C)C)(F)F